dihexyl (Z)-but-2-enediate C(\C=C/C(=O)OCCCCCC)(=O)OCCCCCC